COC1=CC(=NN1)C=1C=C2CN(C(C2=CC1)=O)C1C(NC(CC1)=O)=O 3-(5-(5-methoxy-1H-pyrazol-3-yl)-1-oxoisoindolin-2-yl)piperidine-2,6-dione